FC=1C(=CC=2C3=C(N=C(C2C1)OCCO)COCC3N(C(=O)NC3=CC(=C(C=C3)F)C(F)F)C)F 1-(8,9-difluoro-6-(2-hydroxyethoxy)-1,4-dihydro-2H-pyrano[3,4-c]isoquinolin-1-yl)-3-(3-(difluoromethyl)-4-fluorophenyl)-1-methylurea